ClC=1N=C2C(=CC=NC2=CC1)O 6-chloro-1,5-naphthyridin-4-ol